5-(4-(4-cyanophenyl)-4-fluoropiperidine-1-carbonyl)-2-cyclopropyl-4-ethylbenzoyl-hydrazine C(#N)C1=CC=C(C=C1)C1(CCN(CC1)C(=O)C=1C(=CC(=C(C(=O)NN)C1)C1CC1)CC)F